1-(2-chlorophenyl)-4-(((1S,2S)-2-fluorocyclopropyl)amino)-7-(trifluoromethoxy)quinazolin-2(1H)-one ClC1=C(C=CC=C1)N1C(N=C(C2=CC=C(C=C12)OC(F)(F)F)N[C@@H]1[C@H](C1)F)=O